Methyl 5-amino-2-(1-propyl-1H-pyrazol-4-yl)benzoate NC=1C=CC(=C(C(=O)OC)C1)C=1C=NN(C1)CCC